N-(4-(4-(2-(3,3-difluoropiperidin-1-yl)-6-methylpyrimidin-4-yl)-1H-pyrazol-1-yl)-3-(6-Azaspiro[2.5]octane-6-yl)phenyl)-2-hydroxyethane-1-sulfonamide FC1(CN(CCC1)C1=NC(=CC(=N1)C=1C=NN(C1)C1=C(C=C(C=C1)NS(=O)(=O)CCO)N1CCC2(CC2)CC1)C)F